N-(2-(3-(2-amino-4-methylphenyl)-1-methylureido)ethyl)-4-(((3R,4R)-1-(2-cyanoacetyl)-4-methylpiperidin-3-yl)(methyl)amino)-N-methyl-7H-pyrrolo[2,3-d]pyrimidine-7-carboxamide NC1=C(C=CC(=C1)C)NC(N(C)CCN(C(=O)N1C=CC2=C1N=CN=C2N(C)[C@H]2CN(CC[C@H]2C)C(CC#N)=O)C)=O